2-(4-(3-(3-fluorophenyl)ureido)benzylamino)benzamide nitrogen [N].FC=1C=C(C=CC1)NC(NC1=CC=C(CNC2=C(C(=O)N)C=CC=C2)C=C1)=O